azodicarboxylic acid diformate C(=O)O.C(=O)O.N(=NC(=O)O)C(=O)O